C1=CC(=CC=C1CN)C(F)(F)F p-(trifluoromethyl)benzylamine